Br.N[C@@H](CC(=O)O)C(=O)O |r| DL-aspartic acid hydrobromide